2-(4-chlorophenyl)-2-methylpropanamide ClC1=CC=C(C=C1)C(C(=O)N)(C)C